[2-(2-ethoxy)-ethoxyethyl]guanidine iodide [I-].CCOCCOCCNC(=N)N